The molecule is a branched amino octasaccharide consisting of a D-GlcNAc residue at the reducing end with a beta-D-GlcNAc-(1->2)-alpha-D-Man-(1->6)-[alpha-D-Man-(1->3)]-[beta-D-Xyl-(1->2)]-beta-D-Man-(1->4)-beta-D-GlcNAc moiety attached via a beta-(1->4)-linkage and an L-Fuc residue attached via an alpha-(1->3)-linkage. It is an amino octasaccharide and a glucosamine oligosaccharide. C[C@H]1[C@H]([C@H]([C@@H]([C@@H](O1)O[C@H]2[C@@H]([C@H](OC([C@@H]2NC(=O)C)O)CO)O[C@H]3[C@@H]([C@H]([C@@H]([C@H](O3)CO)O[C@H]4[C@H]([C@H]([C@@H]([C@H](O4)CO[C@@H]5[C@H]([C@H]([C@@H]([C@H](O5)CO)O)O)O[C@H]6[C@@H]([C@H]([C@@H]([C@H](O6)CO)O)O)NC(=O)C)O)O[C@@H]7[C@H]([C@H]([C@@H]([C@H](O7)CO)O)O)O)O[C@H]8[C@@H]([C@H]([C@@H](CO8)O)O)O)O)NC(=O)C)O)O)O